Sodium 2-undecyl sulfate S(=O)(=O)(OC(C)CCCCCCCCC)[O-].[Na+]